4-Amino-1-((2S,3S)-4-bromo-5-chloro-6-fluoro-3-(methoxymethoxy)-2-phenyl-2,3-dihydrobenzofuran-2-yl)butan-1-ol NCCCC(O)[C@@]1(OC2=C([C@@H]1OCOC)C(=C(C(=C2)F)Cl)Br)C2=CC=CC=C2